C(C)(C)(C)OC(=O)N1CC2(CCN2C(=O)C=2C=NC(=NC2)NC2CC3=CC=C(C=C3C2)Cl)C1 1-(2-((5-chloro-2,3-dihydro-1H-inden-2-yl)amino)pyrimidine-5-carbonyl)-1,6-diazaspiro[3.3]heptane-6-carboxylic acid tert-butyl ester